((1s,3s,5r,7r)-adamantane-1,3-diyl)bis(4,1-phenylene) bis(1,3-dioxo-1,3-dihydroisobenzofuran-5-carboxylate) O=C1OC(C2=CC(=CC=C12)C(=O)OC1=CC=C(C=C1)C12CC3(CC(CC(C1)C3)C2)C2=CC=C(C=C2)OC(=O)C=2C=C3C(OC(C3=CC2)=O)=O)=O